BrC=1N=C2C(NC(=NN2C1C1=CC(=C(C(=C1)F)F)F)OCC(F)F)=O 6-bromo-2-(2,2-difluoroethoxy)-7-(3,4,5-trifluorophenyl)-3H-imidazo[2,1-f][1,2,4]triazin-4-one